potassium D-gluconate O=C([C@H](O)[C@@H](O)[C@H](O)[C@H](O)CO)[O-].[K+]